ClC(=O)OC1=CC=CC=C1 phenyl chloromethanoate